CCC(CC)NC1=NC=NC=C1C#N 4-(pent-3-ylamino)pyrimidine-5-carbonitrile